NC1=NC2=CC(=CC=C2C(=C1)OC[C@H](CO)O)C1=CC=NN1 (S)-3-((2-amino-7-(1H-pyrazol-5-yl)quinolin-4-yl)oxy)propane-1,2-diol